FC1(CCN(CC1)CC(C)C)CC1=CC=2N(C=C1)N=CC2N2C(NC(CC2)=O)=O 1-(5-((4-fluoro-1-isobutylpiperidin-4-yl)methyl)pyrazolo[1,5-a]pyridin-3-yl)dihydropyrimidine-2,4(1H,3H)-dione